C(=O)C=1OC2=C(N1)C=CC=C2C#N 2-FORMYL-1,3-BENZOXAZOLE-7-CARBONITRILE